3-(2-((3-(3-amino-3-oxopropyl)benzyl)amino)phenyl)-N-hydroxyacrylamide NC(CCC=1C=C(CNC2=C(C=CC=C2)C=CC(=O)NO)C=CC1)=O